(R)-7-((1-((3-amino-4-hydroxy-2-methylbutan-2-yl)sulfonyl)cyclopropyl)methyl)-N-(4-chlorobenzyl)-8-oxo-5,6,7,8-tetrahydroimidazo[1,5-a]pyrazine-3-carboxamide N[C@@H](C(C)(C)S(=O)(=O)C1(CC1)CN1C(C=2N(CC1)C(=NC2)C(=O)NCC2=CC=C(C=C2)Cl)=O)CO